(S)-5-((2,6-dioxopiperidin-3-yl)carbamoyl)-6-fluoro-2H-spiro[benzofuran-3,4'-piperidine]-1'-carboxylic acid tert-butyl ester C(C)(C)(C)OC(=O)N1CCC2(CC1)COC1=C2C=C(C(=C1)F)C(N[C@@H]1C(NC(CC1)=O)=O)=O